4-hydroxy-9,9-dimethyl-8-oxo-1-oxaspiro[4.5]dec-6-ene-7-carbonitrile OC1CCOC12C=C(C(C(C2)(C)C)=O)C#N